(1R,2S)-ethyl 2-(4-(1-(2,6-bis(benzyloxy)pyridin-3-yl)-3-methyl-2-oxo-2,3-dihydro-1H-benzo[d]imidazol-5-yl)benzyl)cyclopropanecarboxylate C(C1=CC=CC=C1)OC1=NC(=CC=C1N1C(N(C2=C1C=CC(=C2)C2=CC=C(C[C@H]1[C@@H](C1)C(=O)OCC)C=C2)C)=O)OCC2=CC=CC=C2